N1C(=NC2=C1C=CC=C2)C2=CC=CC(=N2)ON2CC(CC2)C(=O)NC2=CC=C(C=C2)N2CCC1(CC2)CCN(CC1)C 1-(6-(1H-benzo[d]imidazol-2-yl)pyridinyloxy)-N-(4-(9-methyl-3,9-diazaspiro[5.5]undecan-3-yl)phenyl)pyrrolidine-3-carboxamide